2-((1R,4R)-4-((1-(2,6-Dioxopiperidin-3-yl)-3-methyl-2-oxo-2,3-dihydro-1H-benzo[d]imidazol-5-yl)methyl)cyclohexyl)acetic acid O=C1NC(CCC1N1C(N(C2=C1C=CC(=C2)CC2CCC(CC2)CC(=O)O)C)=O)=O